C(#N)C1=C(C=C(OC[C@](C(=O)NC=2C=NC(=C(C2)C(F)(F)F)C#N)(C)O)C=C1)F (S)-3-(4-cyano-3-fluorophenoxy)-N-(6-cyano-5-(trifluoromethyl)pyridin-3-yl)-2-hydroxy-2-methylpropanamide